(R)-benzyl 2-((2S,3R)-3-((R)-1-(t-butoxycarbonylamino)ethyl)-4-oxoazetidin-2-yl)propanoate C(C)(C)(C)OC(=O)N[C@H](C)[C@@H]1[C@H](NC1=O)[C@H](C(=O)OCC1=CC=CC=C1)C